2-[4-(diethylamino)-2-hydroxybenzoyl]-benzoic acid hexyl ester C(CCCCC)OC(C1=C(C=CC=C1)C(C1=C(C=C(C=C1)N(CC)CC)O)=O)=O